N1=CNC(C2=C1NC1=CC=CN=C1C2=O)=O pyrimido[4,5-b][1,5]naphthyridine-4,5(3H,10H)-dione